phenyl (3-(difluoromethoxy)-5-fluorophenyl)carbamate FC(OC=1C=C(C=C(C1)F)NC(OC1=CC=CC=C1)=O)F